Tert-butyl 1-oxo-7-azaspiro[3.5]-nonane-7-carboxylate O=C1CCC12CCN(CC2)C(=O)OC(C)(C)C